2-methylbenzoic acid CC1=C(C(=O)O)C=CC=C1